N-(4-Fluorophenyl)-2-[5-(oxan-4-carbonyl)-5,6,7,8-tetrahydro-1,5-naphthyridin-2-yl]propanamid FC1=CC=C(C=C1)NC(C(C)C1=NC=2CCCN(C2C=C1)C(=O)C1CCOCC1)=O